N-[(2R)-1-methoxypropan-2-yl]-5H-pyrrolo[2,3-b]pyrazine-7-carboxamide COC[C@@H](C)NC(=O)C1=CNC2=NC=CN=C21